N-(2-hydroxyethyl)-N,3-dimethylbenzothioamide OCCN(C(C1=CC(=CC=C1)C)=S)C